1,4-phenylenebis(methylene) bis(3,6-dichloro-2-methoxybenzoate) ClC=1C(=C(C(=O)OCC2=CC=C(C=C2)COC(C2=C(C(=CC=C2Cl)Cl)OC)=O)C(=CC1)Cl)OC